C(C)(C)(C)CC([C@@H](N)O)O (S)-(-)-3-tertiary butyl-amino-1,2-propylene glycol